[Te].[Cd].[Hg] Mercury-Cadmium-tellurium